C(#N)C=1C(=NC(=CN1)N1CC(CCC1)N1C(N(CC1)C1CCCC1)=O)NC1=CC=C(C=C1)C1(CCN(CC1)C(=O)OC(C)(C)C)C Tert-butyl 4-(4-((3-cyano-6-(3-(3-cyclopentyl-2-oxoimidazolin-1-yl) piperidin-1-yl) pyrazin-2-yl) amino) phenyl)-4-methylpiperidine-1-carboxylate